2-(difluoromethyl)-3,4,5,6-tetrafluoro-N-(3-fluoro-4-methoxyphenyl)-N-(4-methoxybenzyl)benzenesulfonamide FC(C1=C(C(=C(C(=C1F)F)F)F)S(=O)(=O)N(CC1=CC=C(C=C1)OC)C1=CC(=C(C=C1)OC)F)F